3-(10-(cyclobutylmethoxy)-2-methyl-4-oxo-5,6-dihydro-2H-2,6-methanobenzo[g][1,3,5]oxadiazocin-3(4H)-yl)-N-(4-methylphenethyl)benzamide C1(CCC1)COC1=CC=CC=2C3NC(N(C(OC21)(C3)C)C=3C=C(C(=O)NCCC2=CC=C(C=C2)C)C=CC3)=O